2-((1-(3,6-dimethyl-2-(2-methyl-1-oxoisoindolin-5-yl)-4-oxo-4H-chromen-8-yl)ethyl)amino)benzoic acid CC1=C(OC2=C(C=C(C=C2C1=O)C)C(C)NC1=C(C(=O)O)C=CC=C1)C=1C=C2CN(C(C2=CC1)=O)C